N[C@@H]1CN(CC[C@H]1F)C1=NC=2C(=NC(=CC2)C(F)(F)F)N1CC1=NC=C(C#N)C=C1 6-((2-((3r,4r)-3-amino-4-fluoropiperidin-1-yl)-5-(trifluoromethyl)-3H-imidazo[4,5-b]pyridin-3-yl)methyl)nicotinonitrile